N1=CC=C(C=C1)C1=NC=2N(C(=C1)NCC1(CCOCC1)C1=CC=CC=C1)N=CC2 5-(4-pyridinyl)-N-[(tetrahydro-4-phenyl-2H-pyran-4-yl)methyl]-pyrazolo[1,5-a]pyrimidin-7-amine